4-amino-1-methyl-1H-imidazol-2-carboxylic acid NC=1N=C(N(C1)C)C(=O)O